pentan-1-aminium 2,2,2-trifluoroacetate FC(C(=O)[O-])(F)F.C(CCCC)[NH3+]